C(C1=CC=CC=C1)OC(NCCN1CC(C1)NC(=O)OC(C)(C)C)=O.C(CCCCCCC)N(SC=1SC2=C(N1)C=CC=C2)CCCCCCCC N,N-dioctyl-2-benzothiazolyl-sulphenamide benzyl-N-(2-{3-[(tert-butoxycarbonyl)amino]azetidin-1-yl}ethyl)carbamate